diethyl (1-n-pentylbenzylidene)malonate C(CCCC)C1(C=C(C(=O)OCC)C(=O)OCC)CC=CC=C1